2-[4-(difluoromethyl)-6-[4-(1-ethyl-4-piperidyl)phenyl]-1-oxo-isoindolin-2-yl]-2-(6,7-dihydro-5H-pyrrolo[1,2-c]imidazol-1-yl)-N-thiazol-2-yl-acetamide FC(C1=C2CN(C(C2=CC(=C1)C1=CC=C(C=C1)C1CCN(CC1)CC)=O)C(C(=O)NC=1SC=CN1)C1=C2N(C=N1)CCC2)F